CC(C)N1C2C3=CC=4OCOC4C=C3C1CCC2 15-(Propan-2-yl)-5,7-dioxa-15-azatetracyclo[9.3.1.02,10.04,8]pentadeca-2,4(8),9-triene